C(C)[Ga](OC(C)C)CC diethylisopropoxygallium